CN1N=CC(=C1C)C#CC1=CC(=C(COC2=CC=CC(=N2)C2=CC(=C(CC3=NC4=C(N3C[C@H]3OCC3)C=C(C=C4)C(=O)O)C=C2F)F)C=C1)F (S)-2-(4-(6-((4-((1,5-dimethyl-1H-pyrazol-4-yl)ethynyl)-2-fluorobenzyl)oxy)pyridin-2-yl)-2,5-difluorobenzyl)-1-(oxetan-2-ylmethyl)-1H-benzo[d]imidazole-6-carboxylic acid